CC1=C(N=C(O1)CNC(=O)C1=C(OC=2N=CN=C(C21)NC2(CC2)C)C)C N-[(dimethyl-1,3-oxazol-2-yl)methyl]-6-methyl-4-[(1-methylcyclopropyl)amino]furo[2,3-d]pyrimidine-5-carboxamide